(Z)-(4-(2,5-dimethyl-3-(4-(methylsulfonyl)phenethyl)-1H-pyrrolo[3,2-b]Pyridin-1-yl)-3-fluorobut-2-en-1-yl)carbamic acid tert-butyl ester C(C)(C)(C)OC(NC\C=C(\CN1C(=C(C2=NC(=CC=C21)C)CCC2=CC=C(C=C2)S(=O)(=O)C)C)/F)=O